FC=1C=C(C=NC1OC1=CC=NC2=CC(=C(C=C12)C=1OC=NN1)OC)NC(=O)C1(CC1)C(=O)NC1=CC=C(C=C1)F 1-N'-[5-fluoro-6-[7-methoxy-6-(1,3,4-oxadiazol-2-yl)quinolin-4-yl]oxy-pyridin-3-yl]-1-N-(4-fluorophenyl)cyclopropane-1,1-dicarboxamide